BrC=1C=C(CS(=O)(=O)N2OCC[C@H]2C2=CC=CC=C2)C=CC1 (S)-2-((3-bromobenzyl)sulfonyl)-3-phenylisoxazolidine